OC=1C(=C(C=CC1)C1=CC=2C(=CN=C(C2)NC(=O)C2CC2)N1C)C N-[2-(3-hydroxy-2-methylphenyl)-1-methylpyrrolo[2,3-c]pyridin-5-yl]cyclopropanecarboxamide